The molecule is a galactonolactone that is 3,4-dihydroxydihydrofuran-2(3H)-one substituted by a 1,2-dihydroxyethyl group at position 5 (the 3S,4S,5R-isomer). It has a role as a plant metabolite. It derives from a L-galactonic acid. C([C@@H]([C@@H]1[C@H]([C@@H](C(=O)O1)O)O)O)O